O1C=CC=NC=C1 [1,5]oxazepine